N1C=CC(C=C1)=O 4(1H)-pyridinone